N-(2-aminoethyl)-3-propylaminomethoxymethyl-silane NCCN(CCC)COC[SiH3]